Cl[Si](CCCOC1=CC=C(C(=O)C2=CC=CC=C2)C=C1)(C)C 4-(3'-chlorodimethylsilylpropoxy)benzophenone